[C@H]12COC[C@H](CC(C1)NC=1N=CC3=C(N1)C(=NC(=C3)C#N)NC(C)C)N2 2-(((1R,5S,7r)-3-oxa-9-azabicyclo[3.3.1]nonan-7-yl)amino)-8-(isopropylamino)pyrido[3,4-d]pyrimidine-6-carbonitrile